C(CC)(=O)OCC(OC(CC)=O)COC(CC)=O glycerol tripropionate